[C@]1([C@H](O)[C@H](O)[C@@H](CO)O1)(N1C(=O)NC(=O)C=C1)OP(=S)(O)O.FC1([C@@H]([C@H](CCC1)N1CCN(CC1)C(C)C)NC(=O)N1CCC(CC1)C1=NC=C(C=C1)C)F |&1:24,25| rac-N-{(1R,6S)-2,2-difluoro-6-[4-(propan-2-yl)piperazin-1-yl]cyclohexyl}-4-(5-methylpyridin-2-yl)piperidine-1-carboxamide uridineyl-thiophosphate